Diamyl-6-p-methylphenyl-1,3,5-triazine C(CCCC)C1=NC(=NC(=N1)C1=CC=C(C=C1)C)CCCCC